N[C@@H]1[C@@H](OCC12CCN(CC2)C=2C(=NC(=C(N2)C)SC2=C(C(=NC=C2)OC2CCOCC2)Cl)CO)C (3-((3S,4S)-4-amino-3-methyl-2-oxa-8-azaspiro[4.5]decan-8-yl)-6-((3-chloro-2-((tetrahydro-2H-pyran-4-yl)oxy)pyridin-4-yl)thio)-5-methylpyrazin-2-yl)methanol